5'-(3-cyano-4-(2-(2-hydroxy-2-methylpropanoyl)-2,7-diazaspiro[3.5]nonan-7-yl)phenoxy)-[2,3'-bipyridine]-5-carbonitrile C(#N)C=1C=C(OC=2C=C(C=NC2)C2=NC=C(C=C2)C#N)C=CC1N1CCC2(CN(C2)C(C(C)(C)O)=O)CC1